CNC(=O)N1CCC(CC1)(CNC1=CC=CC=2N1C=C(N2)C(F)(F)F)C2=CC=CC=C2 N-Methyl-4-phenyl-4-(((2-(trifluoromethyl)imidazo[1,2-a]pyridin-5-yl)amino)methyl)piperidine-1-carboxamide